1-(endo-3-((4-((4-([1,2,4]Triazolo[1,5-a]pyridin-7-yloxy)-2-fluoro-3-methylphenyl)amino)pyrido[3,4-d]pyrimidin-6-yl)oxy)-8-azabicyclo[3.2.1]octan-8-yl)prop-2-en-1-one N=1C=NN2C1C=C(C=C2)OC2=C(C(=C(C=C2)NC=2C1=C(N=CN2)C=NC(=C1)OC1CC2CCC(C1)N2C(C=C)=O)F)C